C1(CC1)COC=1C=C(OCC(=O)NC=2C=C3C=CC=NC3=CC2)C=CC1 2-(3-(Cyclopropylmethoxy)phenoxy)-N-(6-quinolinyl)acetamide